C(C1=CC=CC=C1)(=O)N1N=C(C=C1)N(C(COC1=CC=C(C=C1)C)=O)CC=1SC=CC1 N-(1-benzoyl-1H-pyrazol-3-yl)-N-(thiophen-2-ylmethyl)-2-(p-tolyloxy)acetamide